FC1=C(OC2CCN(CC2)C=2N=C3C(=NC2C=2C=NN(C2)C)C=NC(=C3)O)C=CC(=C1)F 2-(4-(2,4-difluorophenoxy)piperidin-1-yl)-3-(1-methyl-1H-pyrazol-4-yl)pyrido[3,4-b]pyrazin-7-ol